ClC1=CC=C(C=C1)SC[C@@H]([C@@H](O)C1CCCCC1)C=C (1S,2R)-2-(((4-chlorophenyl)thio)methyl)-1-cyclohexylbut-3-en-1-ol